FC1=C(C=C(C(=O)N)C=C1)C=1C=NC(=NC1)NCC(C)(C)C1=NC=CC=C1F 4-fluoro-3-(2-{[2-(3-fluoro(2-pyridyl))-2-methylpropyl]amino}pyrimidin-5-yl)benzamide